di-(p-methylphenyl)amine CC1=CC=C(C=C1)NC1=CC=C(C=C1)C